COC=1C=C2C(=NC(=NC2=CC1OC)C)N[C@H](C)C=1C=C(C=CC1)C=1C=CC(=NC1)O 5-(3-{(1R)-1-[(6,7-dimethoxy-2-methylquinazolin-4-yl)amino]-ethyl}phenyl)-pyridin-2-ol